3-methylbutane-1,3-diyldiacrylate CC(CCC=CC(=O)[O-])(C)C=CC(=O)[O-]